[Ir](Cl)(Cl)Cl.C1=CCCC=CCC1 cycloocta-1,5-diene iridium chloride